(RS)-tert-butyl 2-(4-(4-(3-chloro-4-(methoxycarbonyl)phenoxy)benzamido)phenyl)morpholine-4-carboxylate ClC=1C=C(OC2=CC=C(C(=O)NC3=CC=C(C=C3)[C@@H]3CN(CCO3)C(=O)OC(C)(C)C)C=C2)C=CC1C(=O)OC |r|